CC[C@@H](CO)N (s)-(+)-2-Amino-1-butanol